N-(2,6-difluoro-3-(5-(2-(trifluoromethyl)pyrimidin-5-yl)-1H-pyrrolo[2,3-b]pyridine-3-carbonyl)phenyl)-3,3,3-trifluoro-propane-1-sulfonamide FC1=C(C(=CC=C1C(=O)C1=CNC2=NC=C(C=C21)C=2C=NC(=NC2)C(F)(F)F)F)NS(=O)(=O)CCC(F)(F)F